ClC=1C(N(C(=CC1OCC1=NC=C(C=C1F)F)C)C1=CC(=NC=C1C)N1C(C(=CC=C1)C(C)(CC)O)=O)=O 3''-chloro-4''-((3,5-difluoropyridin-2-yl)methoxy)-3-(2-hydroxybutane-2-yl)-5',6''-Dimethyl-2H,2''H-[1,2':4',1''-terpyridine]-2,2''-dione